(-)-N-(5-(1-acetamido-3-cyclopropyl-1-(pyridin-3-yl)propyl)-2-fluorophenyl)-1-(3-(aminomethyl)phenyl)-3-(trifluoromethyl)-1H-pyrazole-5-carboxamide C(C)(=O)NC(CCC1CC1)(C=1C=NC=CC1)C=1C=CC(=C(C1)NC(=O)C1=CC(=NN1C1=CC(=CC=C1)CN)C(F)(F)F)F